(ethanesulfonyl)pyridazine C(C)S(=O)(=O)C=1N=NC=CC1